[N+](=O)([O-])C1=CC(=C2CCNCC2=C1)C1=CC=C(C=C1)C(F)(F)F 7-nitro-5-(4-(trifluoromethyl)phenyl)-1,2,3,4-tetrahydroisoquinoline